Cl.BrC=1C(=NN(C1C(=O)OCC)C)COC1=CC=C(C=C1)N1CCNCC1 ethyl 4-bromo-1-methyl-3-{[4-(piperazin-1-yl)phenoxy]methyl}-1H-pyrazole-5-carboxylate hydrochloric acid salt